CC1=NOC(=C1C=1C=C(OC2=C(C=C(C=C2C)NC(CCN2CCCCC2)=O)C)C=C(C1)NC(COC)=O)C N-(4-(3-(3,5-dimethylisoxazol-4-yl)-5-(2-methoxyacetamido)phenoxy)-3,5-dimethylphenyl)-3-(piperidin-1-yl)propanamide